O[C@H](COC1=NC=C(C=N1)NC(O[C@H](C)[C@H](C)OC1=CC2=C(N=C(S2)C2=C3N=CC(=NC3=CC(=C2)C)OCC)C=C1F)=O)CO (2R,3S)-3-((2-(2-ethoxy-7-methylquinoxalin-5-yl)-5-fluorobenzo[d]thiazol-6-yl)oxy)butan-2-yl (2-((S)-2,3-dihydroxypropoxy)pyrimidin-5-yl)carbamate